BrCCCOC=1C(=C(C#N)C=CC1Cl)C1=CC=NN1 (3-bromopropyloxy)-4-chloro-2-(1H-pyrazol-5-yl)benzonitrile